4-chloro-2-{3-[2-(2,6-difluorophenyl)propan-2-yl]-1,2,4-oxadiazol-5-yl}-6-[(1S)-1-[(2S,4S)-4-fluoro-1-methylpyrrolidin-2-yl]ethoxy]pyrimidine ClC1=NC(=NC(=C1)O[C@@H](C)[C@H]1N(C[C@H](C1)F)C)C1=NC(=NO1)C(C)(C)C1=C(C=CC=C1F)F